FC1=CC=C(C=C1)N1CCN(CC1)CC[C@H]1OC(C2(C1)CCN(CC2)S(=O)(=O)C)=O (S)-3-(2-(4-(4-fluorophenyl)piperazin-1-yl)ethyl)-8-(methylsulfonyl)-2-oxa-8-azaspiro[4.5]decan-1-one